CS(=O)(=O)NC1CN(CCC1)C1=NC(=NC=C1)C1=CN=C2N1C=C(N=C2)C(=O)N 3-(4-(3-(Methylsulfonamido)piperidin-1-yl)pyrimidin-2-yl)imidazo[1,2-a]pyrazine-6-carboxamide